3-[6-chloro-3-(3-cyclopropyl-2-fluoro-phenoxy)pyridazin-4-yl]-5-[(2,4-dichlorophenyl)methyl]-5,6-dihydro-1,2,4-oxadiazine-4-carbaldehyde ClC1=CC(=C(N=N1)OC1=C(C(=CC=C1)C1CC1)F)C1=NOCC(N1C=O)CC1=C(C=C(C=C1)Cl)Cl